N-((2-(((cyclobutylmethyl)amino)methyl)-1H-indol-6-yl)methyl)-8-morpholinoimidazolo[1,2-b]pyridazine-2-carboxamide C1(CCC1)CNCC=1NC2=CC(=CC=C2C1)CNC(=O)C=1N=C2N(N=CC=C2N2CCOCC2)C1